OC(CCCCCCCCCCCCCCCCCCCCC)CC 22-hydroxy-tetracosane